BrC1=CC=C(C=C1)C1=NC(=NC(=N1)C1=CC=CC=C1)C1=CC=CC=C1 2-(4-bromo-phenyl)-4,6-diphenyl-1,3,5-triazine